2-(5-oxo-1-(4,5,6,7-tetrahydropyrazolo[1,5-a]pyrazin-3-yl)pyrrolidin-3-yl)benzoic acid hydrochloride Cl.O=C1CC(CN1C=1C=NN2C1CNCC2)C2=C(C(=O)O)C=CC=C2